C(C)(C)(C)S(=O)NC(C(F)F)C1=NNC(C2=CC=C(C=C12)B(O)O)=O [4-[1-(tert-butylsulfinylamino)-2,2-difluoro-ethyl]-1-oxo-2H-phthalazin-6-yl]boronic acid